sulfinylcyclopentanecarboxylate S(=O)=C1C(CCC1)C(=O)[O-]